N-(5-(4-cyano-3-isopropoxyphenyl)thiazol-2-yl)-1-isopropyl-2-oxo-1,2-dihydropyridine-4-carboxamide C(#N)C1=C(C=C(C=C1)C1=CN=C(S1)NC(=O)C1=CC(N(C=C1)C(C)C)=O)OC(C)C